1-pyrrolidino-2-butanol N1(CCCC1)CC(CC)O